(3Z)-12,12-diheptyloxy-3-dodecen-1-ol C(CCCCCC)OC(CCCCCCC\C=C/CCO)OCCCCCCC